ClC=1C(=C(C=CC1)[C@@H](C(F)(F)F)NC=1C2=C(N=CN1)C=CC(=N2)O[C@@H]2CN(CC2)C(=O)OC(C)(C)C)F (S)-tert-butyl 3-((4-(((S)-1-(3-chloro-2-fluorophenyl)-2,2,2-trifluoroethyl)amino)pyrido[3,2-d]pyrimidin-6-yl)oxy)pyrrolidine-1-carboxylate